C1(CCC1)N1N=CC=2C1=NC(=NC2)C(=O)NC=2C=C1CN(C(C1=CC2)=O)C2C(NC(CC2)=O)=O 1-cyclobutyl-N-[2-(2,6-dioxopiperidin-3-yl)-1-oxo-3H-isoindol-5-yl]pyrazolo[3,4-d]pyrimidine-6-carboxamide